N=1N=C(NC1)C(=O)N 4H-1,2,4-triazol-3-carboxamide